COC([C@@](NC(=O)OC(C)(C)C)(CCC(=O)O)C(=O)O)=O L-α-carboxy-N-t-butoxycarbonyl-glutamic acid monomethyl ester